N(=C=S)C=1C=C(C(=CC1)C=CC=1C(=CC(=CC1)N=C=S)S(=O)(=O)[O-])S(=O)(=O)[O-].[Na+].[Na+] disodium 4,4'-diisothiocyanatostilbene-2,2'-disulfonate